sulfonylalanine S(=O)(=O)=N[C@@H](C)C(=O)O